isopropylidenediphenyl-(o-cresol) C(C)(C)=C1C(C=CC=C1)C1=C(C(=CC=C1C1=CC=CC=C1)O)C